COC1=NOC(=C1)C(=O)N methoxyisoxazole-5-carboxamide